COC=1C=C(C=CC1)C=1C=C(C=C2C=CC(OC12)(C)C)C(=O)NC1=CC=C(C=C1)OC 8-(3-methoxyphenyl)-N-(4-methoxyphenyl)-2,2-dimethyl-2H-chromen-6-carboxamide